[Ag]Cl silver (I) chloride